O=C1N(CCN1CCN1C(NCC1)=O)CCNCC#N 2-((2-(2-oxo-3-(2-(2-oxoimidazolidin-1-yl)ethyl)imidazolidin-1-yl)ethyl)amino)acetonitrile